C/C(/C(=O)OCC[C@](N(C(=O)OC(C)(C)C)C(=O)OC(C)(C)C)(C(=O)O)CC1=CC=CC=C1)=C\1/C(N(C2=CC=CC=C12)C1CCN(CC1)C1CCC(CC1)C(C)C)=O benzylbis(tert-butoxycarbonyl)homoserine methyl-2-((Z)-1-(1-((1s,4s)-4-isopropylcyclohexyl)piperidin-4-yl)-2-oxoindolin-3-ylidene)acetate